(3,3-difluorobutyl)-3-methylisobenzofuran FC(CCC=1OC(=C2C=CC=CC12)C)(C)F